2-(4-ethyl-1H-pyrazol-1-yl)ethan-1-one C(C)C=1C=NN(C1)CC=O